[Sr].[Si](=O)=O silicon dioxide, strontium salt